ClC1=NC(=NC(=C1C(F)(F)F)Cl)C1=NC(=CC=C1)CCC 4,6-dichloro-2-(6-n-propyl-2-pyridyl)-5-trifluoromethylpyrimidine